F[P-](F)(F)(F)(F)F.CN(C)[C+](N1N=[N+](C2=NC=CC=C21)[O-])N(C)C bis(dimethylamino)(3-oxido-1H-[1,2,3]triazolo[4,5-b]pyridin-1-yl)methylium hexafluorophosphate